3,5-dichloro-N,N-diphenylaniline ClC=1C=C(N(C2=CC=CC=C2)C2=CC=CC=C2)C=C(C1)Cl